(β-D-ribofuranosyl)-1,2-dihydropyrimidin-2-one [C@@H]1([C@H](O)[C@H](O)[C@H](O1)CO)N1C(N=CC=C1)=O